CN1CCN(CC1)C(=O)NC=1N=CC2=CC=C(C=C2C1)C=1C=NN(C1CN1CCCCC1)C 4-methyl-N-(6-(1-methyl-5-(piperidin-1-ylmethyl)-1H-pyrazol-4-yl)isoquinolin-3-yl)piperazine-1-carboxamide